C(N)(=O)C1=NC(=CC(=C1)C(=O)O)OC(F)F 2-carbamoyl-6-(difluoromethoxy)pyridine-4-carboxylic acid